2-(4-chloro-2-methoxyphenyl)-3-(pyridin-4-yl)-4,5,6,7-tetrahydropyrazolo[1,5-a]pyrazin-5-ium chloride [Cl-].ClC1=CC(=C(C=C1)C1=NN2C(C[NH2+]CC2)=C1C1=CC=NC=C1)OC